2-(4,4-Difluoropiperidin-1-yl)-6-methylpyrimidine-4-carboxylic acid methyl ester COC(=O)C1=NC(=NC(=C1)C)N1CCC(CC1)(F)F